bis(thiophen-2-yl)thieno[3,2-b]thiophene S1C(=CC=C1)C=1C2=C(SC1C=1SC=CC1)C=CS2